CN1N=CC(=C1OS(=O)(=O)CCC)C(=O)C=1C=CC2=C(C(CS2(=O)=O)(C)C)C1C 1-Methyl-4-[(3,3,4-trimethyl-1,1-dioxido-2,3-dihydro-1-benzothiophen-5-yl)carbonyl]-1H-pyrazol-5-yl-propan-1-sulfonat